N-[4-(5-amino-2-pyridyl)-2-chloro-phenyl]-N-(cyclopropylmethyl)acetamide NC=1C=CC(=NC1)C1=CC(=C(C=C1)N(C(C)=O)CC1CC1)Cl